CN(CCNC=1C2=C(N=C(N1)C1=CC=C(C=C1)NS(=O)(=O)C1=C(C=CC(=C1)F)F)NC=C2I)C N-[4-(4-[[2-(dimethylamino)ethyl]amino]-5-iodo-7H-pyrrolo[2,3-d]pyrimidin-2-yl)phenyl]-2,5-difluorobenzenesulfonamide